ClC=1C=C2C=C(NC2=CC1)CNC(N([C@H]1CN(CCC1)C(=O)[C@H]1NCC(C1)=O)C)=O 3-((5-chloro-1H-indol-2-yl)methyl)-1-methyl-1-((R)-1-((S)-4-oxopyrrolidine-2-carbonyl)piperidin-3-yl)urea